C(C)(C)OC1=C(C=C2C(=CN=C(C2=C1)OC[C@H]1NC(CC1)=O)C#CC1CN(C1)C(NC)=O)C(=O)N (S)-7-isopropoxy-4-((1-(methylcarbamoyl)azetidin-3-yl)ethynyl)-1-((5-oxopyrrolidin-2-yl)methoxy)isoquinoline-6-carboxamide